1-(2-chloro-4-methoxyphenyl)-3-hydroxypropan-2-one ClC1=C(C=CC(=C1)OC)CC(CO)=O